7-methoxy-N-[[4-(methylsulfonimidoyl)phenyl]methyl]-3-nitro-1,8-naphthyridin-4-amine COC1=CC=C2C(=C(C=NC2=N1)[N+](=O)[O-])NCC1=CC=C(C=C1)S(=O)(=N)C